N-(5-((5-bromo-2-((5-chloro-2-methoxy-4-(4-(4-methylpiperazin-1-yl)piperidin-1-yl)phenyl)Amino)pyrimidin-4-yl)amino)-2,3-dihydrobenzofuran-4-yl)-N-methylmethanesulfonamide BrC=1C(=NC(=NC1)NC1=C(C=C(C(=C1)Cl)N1CCC(CC1)N1CCN(CC1)C)OC)NC=1C=CC2=C(CCO2)C1N(S(=O)(=O)C)C